[dimethylamino-(3-oxidotriazolo[4,5-b]pyridin-3-ium-1-yl)methylene]-dimethyl-ammonium hexafluorophosphate F[P-](F)(F)(F)(F)F.CN(C)C(N1N=[N+](C2=NC=CC=C21)[O-])=[N+](C)C